ClC1=CC(=NC=C1)C(CCCC(C(=O)O)COC)(OC)OC 6-(4-chloropyridin-2-yl)-6,6-dimethoxy-2-(methoxymethyl)hexanoic acid